ClC=1C(=NC(=NC1)NC1=C(C=C(C(=O)NCC2=CC=C(C=C2)Cl)C=C1)OC)C=1C=NN(C1)C(C)C 4-((5-chloro-4-(1-isopropyl-1H-pyrazol-4-yl)pyrimidin-2-yl)amino)-N-(4-chlorobenzyl)-3-methoxybenzamide